N-((3-(butylimino)-7-(3,5-difluorophenoxy)-2,3-dihydro-1H-inden-4-yl)(methyl)(oxo)-λ6-sulfanylidene)cyanamide C(CCC)N=C1CCC2=C(C=CC(=C12)S(=NC#N)(=O)C)OC1=CC(=CC(=C1)F)F